1-trifluoromethyl-N-phenyl-N-((trifluoromethyl)sulfonyl)methanesulfonamide FC(CS(=O)(=O)N(S(=O)(=O)C(F)(F)F)C1=CC=CC=C1)(F)F